(3S)-3-(hydroxymethyl)-3-methyl-indan-5-carboxylic acid OC[C@]1(CCC2=CC=C(C=C12)C(=O)O)C